TRANS-ACeTON CC(=O)C